CC(CP(O)(=O)CC(CC(C)(C)C)C)CC(C)(C)C bis(2,4,4-Trimethylpentyl)phosphinic acid